((3,5-bis(cyclobutylmethyl)pyridin-4-yl)carbamoyl)-3-cyano-5-(2-hydroxypropan-2-yl)furan-2-sulfonamide C1(CCC1)CC=1C=NC=C(C1NC(=O)C=1C(=C(OC1C(C)(C)O)S(=O)(=O)N)C#N)CC1CCC1